CN1N=C(C=C1)[C@H]1CC[C@H](CC1)OC[C@@H]1NCCC[C@@H]1NS(=O)(=O)C N-(cis-2-(((cis-4-(1-methyl-1H-pyrazol-3-yl)cyclohexyl)oxy)methyl)piperidin-3-yl)methanesulfonamide